OCCOCCOCCOCCNC(OCC1=CC=CC=C1)=O benzyl (2-(2-(2-(2-hydroxyethoxy)ethoxy) ethoxy)ethyl)carbamate